FC(C1(C[C@@]2(CC3(OCCO3)CCC2)C2=CC=CC=C12)O)(F)F (1S)-3-(trifluoromethyl)-2,3-dihydrodispiro[indene-1,1'-cyclohexane-3',2''-[1,3]dioxolan]-3-ol